C(C)(C)(C)OC(=O)N1CCC(CC1)C=1SC=C(N1)C1=CC=C(C=C1)C.N1(CCOCC1)C(=O)C=1C=C(C(=O)N)C=CC1 3-(morpholine-4-carbonyl)benzamide Tert-Butyl-4-[4-(4-methylphenyl)-1,3-thiazol-2-yl]piperidine-1-carboxylate